BrC/C=C/C(=O)N([C@@H](C)C(=O)OC(C)(C)C)C tert-butyl (E)-N-(4-bromobut-2-enoyl)-N-methyl-L-alaninate